ClC1=CC(=CC=2CN(CCOC21)CC=2C=NC(=NC2)OC)N2CCCC1=CC(=CC=C21)F 9-chloro-7-(6-fluoro-3,4-dihydro-2H-quinolin-1-yl)-4-[(2-methoxypyrimidin-5-yl)methyl]-3,5-dihydro-2H-1,4-benzoxazepine